ClC=1C(=NC(=NC1)NC1=C(C=C(C=C1)N1CCC(CC1)N1CCN(CC1)C(=O)OC(C)(C)C)OC)NC1=C(C=CC=C1)N(S(=O)(=O)C)C tertiary butyl 4-(1-(4-((5-chloro-4-((2-(N-methylmethylsulfonamido)phenyl)amino)pyrimidin-2-yl)amino)-3-methoxyphenyl)piperidin-4-yl)piperazin-1-carboxylate